N-hydroxyaminocyclohexylformamide ONN(C=O)C1CCCCC1